FC1=C(C=C(C=C1)C(C)=O)C(F)(F)F 1-(4-fluoro-3-(trifluoromethyl)phenyl)ethanone